BrC1=CC(=C(C=C1)CC(=O)NN)Cl 2-(4-bromo-2-chlorophenyl)acethydrazide